CNCCCNC=1N(C(N(C(N1)=O)C1=CN=CC2=CC=CC(=C12)C=1C=C(C(=O)O)C=CC1)=O)CC1=C(C=C(C(=C1)F)F)F.NCCCN(C(OC(C)(C)C)=O)C tert-Butyl (3-aminopropyl)(methyl)carbamate 3-(4-(4-((3-(methylamino)propyl)amino)-2,6-dioxo-3-(2,4,5-trifluorobenzyl)-3,6-dihydro-1,3,5-triazin-1(2H)-yl)isoquinolin-5-yl)benzoate